C(C1=CC=CC=C1)OC(=O)N1C[C@@H](N(CC1)CC1CN(C1)CC1CCN(CC1)C=1C=C2C(N(C(C2=CC1)=O)C1C(NC(CC1)=O)=O)=O)C (3S)-4-[[1-[[1-[2-(2,6-dioxo-3-piperidinyl)-1,3-dioxo-isoindolin-5-yl]-4-piperidinyl]methyl]azetidin-3-yl]methyl]-3-methyl-piperazine-1-carboxylic acid benzyl ester